FC1=C(C(=CC(=C1)NC1CN(C1)CCCF)F)[C@@H]1N([C@H](CC2=C1NC1=CC=CC=C21)C)C21CC(C2)(C1)CO (3-((1S,3S)-1-(2,6-difluoro-4-((1-(3-fluoropropyl)azetidin-3-yl)amino)phenyl)-3-methyl-1,3,4,9-tetrahydro-2H-pyrido[3,4-b]indol-2-yl)bicyclo[1.1.1]pentan-1-yl)methanol